C(C)(=O)C=1C(=CC(=C(C(=O)NC2=CC(=NC=C2)OC)C1)OC1=C(C=C(C=C1)F)C)C(F)(F)F 5-acetyl-2-(4-fluoro-2-methylphenoxy)-N-(2-methoxypyridin-4-yl)-4-(trifluoromethyl)benzamide